C(CCCCCCC)C(COC=1C(=CC2=C(N=NS2)C1)OCC(CCCCCCCCCC)CCCCCCCC)CCCCCCCCCC 5,6-di(2-octyl-dodecyloxy)benzothiadiazole